C(C1=CC=CC=C1)NC(=O)C1=NN(C(C=C1C)=O)C1=CC(=C(C=C1)OC1=CC=NC2=CC(=C(C=C12)OC)OCCCN1CCC(CC1)C)F N-benzyl-1-(3-fluoro-4-{6-methoxy-7-[3-(4-methyl-1-piperidinyl)propoxy]quinolin-4-yloxy}phenyl)-4-methyl-6-oxo-1,6-dihydropyridazine-3-carboxamide